C(C)(C)(C)OC(=O)OC=1C=2N(C=C(C1)C=1C=NN(C1)C1CCN(CC1)C(=O)OC(C)(C)C)N=CC2C#N tert-butyl 4-[4-(4-tert-butoxycarbonyloxy-3-cyano-pyrazolo[1,5-a]pyridin-6-yl)pyrazol-1-yl]piperidine-1-carboxylate